NC=1C=2N(C3=CC(=C(C=C3N1)F)C(=O)N(C1C3=C(OC1)C=C1CCCC1=C3)C)C=NC2 4-amino-7-fluoro-N-methyl-N-(3,5,6,7-tetrahydro-2H-indeno[5,6-b]furan-3-yl)imidazo[1,5-a]quinoxaline-8-carboxamide